6-(2,6-dichloro-3,5-dimethoxyphenyl)-8-ethyl-2-(methylthio)pyrido[3,4-d]pyrimidine ClC1=C(C(=C(C=C1OC)OC)Cl)C1=CC2=C(N=C(N=C2)SC)C(=N1)CC